C(=O)O.FC1=C(C=CC(=C1F)OC)C1=CN=C2N1C=CN=C2NC2=CC(=C(C(=O)NCCNC(CCCCNC(=N)N)=O)C=C2)CC 4-[[3-(2,3-difluoro-4-methoxy-phenyl)imidazo[1,2-a]pyrazin-8-yl]amino]-2-ethyl-N-[2-(5-guanidinopentanoyl-amino)ethyl]benzamide formate